(S)-1-(7-methoxy-4-(1-methyl-3-phenyl-1H-pyrazol-4-yl)quinazolin-6-yl)ethan-1-ol COC1=C(C=C2C(=NC=NC2=C1)C=1C(=NN(C1)C)C1=CC=CC=C1)[C@H](C)O